CN1CCN(CC1)C1=NC=2N(C(=N1)N)N=CC2 (4-methylpiperazin-1-yl)pyrazolo[1,5-a][1,3,5]triazin-4-amine